(R)-1'-(6-((2-amino-3-chloropyridin-4-yl)thio)pyrido[2,3-b]pyrazin-2-yl)-2-methyl-5,7-dihydrospiro[cyclopenta[b]pyridine-6,4'-piperidin]-5-amine NC1=NC=CC(=C1Cl)SC=1C=CC=2C(=NC=C(N2)N2CCC3(CC2)[C@H](C=2C(=NC(=CC2)C)C3)N)N1